tert-butyl N-(1-ethynylcyclopropyl)carbamate C(#C)C1(CC1)NC(OC(C)(C)C)=O